1-chloro-8-(4-cyclopropylpiperazin-1-yl)-3-(5-(difluoromethyl)-1,3,4-thiadiazol-2-yl)-N-(1-(fluoromethyl)cyclopropyl)imidazo[1,5-a]pyridine-6-sulfonamide formate C(=O)O.ClC=1N=C(N2C1C(=CC(=C2)S(=O)(=O)NC2(CC2)CF)N2CCN(CC2)C2CC2)C=2SC(=NN2)C(F)F